5-Methyl-N-[(2R,3S)-1-[1-(1-methyl-6-oxo-3-pyridyl)indazol-5-yl]-5-oxo-2-phenyl-pyrrolidin-3-yl]thiazol-2-carboxamid CC1=CN=C(S1)C(=O)N[C@@H]1[C@H](N(C(C1)=O)C=1C=C2C=NN(C2=CC1)C1=CN(C(C=C1)=O)C)C1=CC=CC=C1